NC1=NC(=CC(=N1)N1CCC2(C[C@H](NC2)C(=O)OCC)CC1)O[C@@H](C(F)(F)F)C1=C(C=C(C=C1)Cl)C1=CC(=CC=C1)S(=O)(=O)CC (S)-ethyl 8-(2-amino-6-((R)-1-(5-chloro-3'-(ethylsulfonyl)-[1,1'-biphenyl]-2-yl)-2,2,2-trifluoroethoxy)pyrimidin-4-yl)-2,8-diazaspiro[4.5]decane-3-carboxylate